F[C@@H]1[C@@H](C1)C(=O)NC1=CC=C2C(=N1)N(N=C2C2=C(C=C(C=C2)F)OC)COCC[Si](C)(C)C (1S,2S)-2-fluoro-N-[3-(4-fluoro-2-methoxyphenyl)-1-[[2-(trimethylsilyl)ethoxy]methyl]pyrazolo[3,4-b]pyridin-6-yl]cyclopropane-1-carboxamide